ClC=1N=NC(=CC1)N1N=CC(=C1)Cl 3-chloro-6-(4-chloro-1H-pyrazol-1-yl)pyridazine